CC1=NC=C(C(=N1)OC=1C=NC(=CC1)C(F)(F)F)C1CCN(CC1)C(=O)OC(C)(C)C tert-butyl 4-(2-methyl-4-((6-(trifluoromethyl)pyridin-3-yl)oxy)pyrimidin-5-yl)piperidine-1-carboxylate